COC1=CC=C(C2=C1NC(=N2)NC(=O)C2=CN=C1N2CCCC1)C1CCOCC1 5,6,7,8-Tetrahydro-imidazo[1,2-a]pyridine-3-carboxylic acid [7-methoxy-4-(tetrahydro-pyran-4-yl)-1H-benzoimidazol-2-yl]-amide